C(CCC)OCCCC monon-butyl ether